p-phenylenoxid C12=CC=C(C=C1)O2